3-(tert-butoxycarbonyl)-5-(dimethylamino)pent-3-enoic acid C(C)(C)(C)OC(=O)C(CC(=O)O)=CCN(C)C